2,4-dinitroacetanilide CC(=O)NC1=C(C=C(C=C1)[N+](=O)[O-])[N+](=O)[O-]